C(C)(C)(C)OC(NCC(=O)N1CC2=CC=C(C=C2CC1)NC1=NC=C(C(=N1)NC1=C(C=CC=C1)C(NC)=O)Br)=O (2-{6-[5-Bromo-4-(2-methylcarbamoyl-phenylamino)-pyrimidin-2-ylamino]-3,4-dihydro-1H-isoquinolin-2-yl}-2-oxo-ethyl)-carbamic acid tert-butyl ester